C(C1CO1)OC1CCC(CC1)C(C)(C)C1CCC(CC1)OCC1CO1 2,2-bis[4-(2,3-epoxypropoxy)cyclohexyl]propane